FC=1C=C2C=NC(=NC2=CC1)N1CCC(CC1)CC(=O)NOC[C@H](C)NC=1C=NN(C(C1C(F)(F)F)=O)COCC[Si](C)(C)C (S)-2-(1-(6-fluoroquinazolin-2-yl)piperidin-4-yl)-N-(2-((6-oxo-5-(trifluoromethyl)-1-((2-(trimethylsilyl)ethoxy)methyl)-1,6-dihydropyridazin-4-yl)amino)propoxy)acetamide